N#[N+][S-] Diazosulfide